6-(2-chloro-3,5-dimethoxyphenyl)-N-(4-morpholinylphenyl)-[1,2,4]triazolo[4',3':1,6]pyrido[2,3-d]pyrimidin-2-amine ClC1=C(C=C(C=C1OC)OC)C1=CC2=C(N=C(N=C2)NC2=CC=C(C=C2)N2CCOCC2)N2C1=NN=C2